tert-butyl (1-((4-chlorophenethyl)amino)-2-methyl-1-oxopropan-2-yl)carbamate ClC1=CC=C(CCNC(C(C)(C)NC(OC(C)(C)C)=O)=O)C=C1